6-amino-9-cyclopentyl-2-{[2-fluoro-4-(4-morpholinylcarbonyl)phenyl]amino}-7-(3-hydroxyphenyl)-7,9-dihydro-8H-purine-8-one NC1=C2N(C(N(C2=NC(=N1)NC1=C(C=C(C=C1)C(=O)N1CCOCC1)F)C1CCCC1)=O)C1=CC(=CC=C1)O